CN1N=C(C2=CC(=CC=C2C1=O)C1CN(CCC1)C)N[C@H](C)C=1C=C(C=C(C1)C(F)(F)F)NC(C)=O N-(3-((1R)-1-((3-methyl-7-(1-methylpiperidin-3-yl)-4-oxo-3,4-dihydrophthalazine-1-yl)amino)ethyl)-5-(trifluoromethyl)phenyl)acetamide